methyl 2-(3-((2-formyl-3-hydroxyphenoxy)methyl)thiomorpholine-4-carbonyl)benzoate C(=O)C1=C(OCC2N(CCSC2)C(=O)C2=C(C(=O)OC)C=CC=C2)C=CC=C1O